ClC=1C(=NC(=NC1)NC=1C=C(C=NC1)N1C(CCC1)=O)C1CCCCC1 1-(5-((5-chloro-4-cyclohexylpyrimidin-2-yl)amino)pyridin-3-yl)pyrrolidin-2-one